(S)- and (R)-2-((4-cyanophenethyl)amino)-N-(5-(4-methoxy-4-methylpiperidin-1-yl)pyridin-2-yl)-2-phenylacetamide C(#N)C1=CC=C(CCN[C@H](C(=O)NC2=NC=C(C=C2)N2CCC(CC2)(C)OC)C2=CC=CC=C2)C=C1 |r|